ClC=1C=C(C=CC1)N1C[C@H]2C([C@H]2C1)C1=NOC(=N1)CN1C=NC2=C(C1=O)C=CC=N2 3-((3-((1R,5S,6R)-3-(3-chlorophenyl)-3-azabicyclo[3.1.0]hexan-6-yl)-1,2,4-oxadiazol-5-yl)methyl)pyrido[2,3-d]pyrimidin-4(3H)-one